(2R,3S,5R)-N-(2-(1,2,4-oxadiazol-3-yl)pyridin-4-yl)-3-(3,4-difluoro-2-methoxyphenyl)-N-hydroxy-5-methyl-5-(trifluoromethyl)tetrahydrothiophene-2-carboxamide O1N=C(N=C1)C1=NC=CC(=C1)N(C(=O)[C@@H]1S[C@](C[C@H]1C1=C(C(=C(C=C1)F)F)OC)(C(F)(F)F)C)O